OC(=O)C(F)(F)F.C1(CC1)N(CCN)C(C)C1=C(C(=CC=C1)C#C)F N'-cyclopropyl-N'-[1-(3-ethynyl-2-fluoro-phenyl)ethyl]ethane-1,2-diamine TFA salt